7-(3,3-dihydroxyazetidin-1-yl)-4-oxo-1-(1,2,4-thiadiazol-5-yl)-1,4-dihydro-1,8-naphthyridine-3-carboxylic acid OC1(CN(C1)C1=CC=C2C(C(=CN(C2=N1)C1=NC=NS1)C(=O)O)=O)O